1-methyl-4-(2-propanylidene)cyclohexene CC1=CCC(CC1)=C(C)C